C(C=C)OC(OC(F)(F)F)(F)F perfluoro-methoxy-methyl allyl ether